2-chloro-6-cyano-N-(3-fluorophenyl)pyrimidine-4-carboxamide ClC1=NC(=CC(=N1)C(=O)NC1=CC(=CC=C1)F)C#N